FC=1C(NC(N(C1)CC1=CC=C(C=C1)B1OC(C(O1)(C)C)(C)C)=O)=O 5-Fluoro-1-(4-(4,4,5,5-tetramethyl-1,3,2-dioxaborolan-2-yl)benzyl)pyrimidine-2,4(1H,3H)-dione